biphenyl dimethacrylate C(C(=C)C)(=O)O.C(C(=C)C)(=O)O.C1(=CC=CC=C1)C1=CC=CC=C1